BrC1=CC=C2C(=NN(C(C2=C1)=O)CC(=O)OC)CC=O methyl 2-(7-bromo-1-oxo-4-(2-oxoethyl)phthalazin-2(1H)-yl)acetate